4-((2-acetamidoethyl)(4-(5,6,7,8-tetrahydro-1,8-naphthyridin-2-yl)butyl)amino)-2-aminobutyric acid hydrochloride Cl.C(C)(=O)NCCN(CCC(C(=O)O)N)CCCCC1=NC=2NCCCC2C=C1